(2-nitrophenyl)-methanone [N+](=O)([O-])C1=C(C=CC=C1)C=O